CC1(CCCC(O1)C=O)C 6,6-dimethyltetrahydropyran-2-carbaldehyde